ClCC(=O)O\N=C(/N)\C1CC(C1)C(C1=CC(=CC=C1)Cl)=O (Z)-N'-(2-Chloroacetoxy)-3-(3-chlorobenzoyl)cyclobutane-1-carboxamidine